FC1([C@@H]([C@@H](N(C1)C(=O)[C@H]1OCC1)CC=1C(=C(C=CC1)C1=CC(=CC(=C1)F)F)F)NS(N(C)C)(=O)=O)F N'-{(2S,3R)-4,4-difluoro-1-[(2S)-oxetane-2-carbonyl]-2-[(2,3',5'-trifluoro[1,1'-biphenyl]-3-yl)methyl]pyrrolidin-3-yl}-N,N-dimethylsulfuric diamide